C(CCC)(=O)[O-].[Mn+3].C(CCC)(=O)[O-].C(CCC)(=O)[O-] manganese(III) butyrate